(3-methylimidazo[1,5-a]pyridin-6-yl)methanone CC1=NC=C2N1C=C(C=C2)C=O